C(C)(C)(C)OC(=O)N1N=C(C=2C1=CN=C(C2)Cl)I 5-chloro-3-iodo-1H-pyrazolo[3,4-c]Pyridine-1-carboxylic acid tert-butyl ester